1-(4-((4-((3,4-dichloro-phenyl)amino)pyrido[3,2-d]pyrimidin-6-yl)amino)-piperidin-1-yl)prop-2-en-1-one ClC=1C=C(C=CC1Cl)NC=1C2=C(N=CN1)C=CC(=N2)NC2CCN(CC2)C(C=C)=O